CC1=C(OC2=C(C=C(C=C2C1=O)C)[C@@H](C)NC=1C(=NC(=CC1)C)C(=O)O)C1=CC=C2C(=N1)SC(=N2)C 3-[[(1R)-1-[3,6-dimethyl-2-(2-methylthiazolo[5,4-b]pyridin-5-yl)-4-oxo-chromen-8-yl]ethyl]amino]-6-methyl-pyridine-2-carboxylic acid